C(C1=CC=CC=C1)N1C(CN(CC1(C)C)CC1=CC=CC=C1)CO (1,4-dibenzyl-6,6-dimethylpiperazin-2-yl)methanol